C(C)(C)(C)C1=CC=C(C=C1)C1=NC(=NC(=N1)C1=CC=C(C=C1)C(C)(C)C)Cl 2,4-bis(4-tert-butylphenyl)-6-chloro-1,3,5-triazine